Cα-methyl-(2-fluorophenyl)alanine CC(NC1=C(C=CC=C1)F)(C)C(=O)O